CC1C(N(CCC1C)O)O 3,4-dimethylpiperidinediol